CC=1SC(=C(N1)C)C1=NN(C(C=C1)=O)CCNC(CC)=O N-[2-[3-(2,4-dimethyl-1,3-thiazol-5-yl)-6-oxopyridazin-1-yl]ethyl]propionamide